NC1CC(C1)C(=O)N1CCC(CC1)N1N=CC(=C1)C=1C=C(C=2N(C1)N=CC2C#N)OC 6-(1-(1-((1s,3s)-3-aminocyclobutane-1-carbonyl)piperidin-4-yl)-1H-pyrazol-4-yl)-4-methoxypyrazolo[1,5-a]pyridine-3-carbonitrile